(P)-1-(4-Bromo-2-Methoxy-5-Methylphenyl)-N-(2,4-Dimethoxybenzyl)-N-(Oxazol-2-Yl)-2-Oxo-1,2-Dihydroquinoline-6-Sulfonamide BrC1=CC(=C(C=C1C)N1C(C=CC2=CC(=CC=C12)S(=O)(=O)N(C=1OC=CN1)CC1=C(C=C(C=C1)OC)OC)=O)OC